5-Amino-3-[2-[4-(cyclopropanecarbonyl)piperazin-1-yl]ethyl]-8-(2-furyl)-1-methyl-[1,2,4]triazolo[5,1-f]purin-2-one NN1C=NC(=C2N3C(N=C12)N(C(N3C)=O)CCN3CCN(CC3)C(=O)C3CC3)C=3OC=CC3